FC(C1=CC=C(C=C1)S(=O)(=O)N1CC=C(CC1)C=1C=C(C(=NC1)C(=O)NCC(=O)O)O)(F)F (5-(1-((4-trifluoromethylphenyl)sulfonyl)-1,2,5,6-tetrahydropyridin-4-yl)-3-hydroxy-pyridine-2-carbonyl)glycine